trifluoromethyl-thiobenzoic acid FC(F)(F)C1=C(C(=S)O)C=CC=C1